C(C)(=O)C=1C=C(C=C2C(N(C(=NC12)N1CC(CCC1)(F)F)C)=O)C 8-acetyl-2-(3,3-difluoropiperidin-1-yl)-3,6-dimethylquinazolin-4(3H)-one